(1R,5R)-6-(4-ethoxyphenyl)-9,9-dimethyl-3,6-diazabicyclo[3.2.2]nonan-2-one C(C)OC1=CC=C(C=C1)N1[C@H]2CNC([C@@H](C1)CC2(C)C)=O